(1-oxo-3-phenyl-1-(4-phenylpiperazin-1-yl)propan-2-yl)pyrrolidine-2,5-dione O=C(C(CC1=CC=CC=C1)N1C(CCC1=O)=O)N1CCN(CC1)C1=CC=CC=C1